3-(4-Cyclobutyl-piperazine-1-yl)-5,5-dimethyl-11-oxo-6,11-dihydro-5H-pyrido[4,3-b]carbazole-8-carboxylic acid amide C1(CCC1)N1CCN(CC1)C1=CC=2C(C=3NC=4C=C(C=CC4C3C(C2C=N1)=O)C(=O)N)(C)C